(S)-N-[(1R)-2-{[tert-Butyl(dimethyl)silyl]oxy}-1-(6-ethoxypyridin-3-yl)ethyl]-2-methylpropane-2-sulfinamide [Si](C)(C)(C(C)(C)C)OC[C@@H](C=1C=NC(=CC1)OCC)N[S@@](=O)C(C)(C)C